Monopropylenglycol dibutyl ether tin [Sn].C(CCC)OC(C)COCCCC